COC(=O)N[C@H]1C[C@@H](CC1)N1C(N(C=2C=NC(=CC21)NC=2C=C(C=C(C2)C2CCN(CC2)C)NC(OC)=O)C)=O methyl (3-((1-((1R,3R)-3-((methoxycarbonyl)amino)cyclopentyl)-3-methyl-2-oxo-2,3-dihydro-1H-imidazo[4,5-c]pyridin-6-yl)amino)-5-(1-methylpiperidin-4-yl)phenyl)carbamate